N-(4-(N-(chroman-4-yl)sulfamoyl)naphthalen-1-yl)-2-methylbenzamide O1CCC(C2=CC=CC=C12)NS(=O)(=O)C1=CC=C(C2=CC=CC=C12)NC(C1=C(C=CC=C1)C)=O